[C@@H]1([C@H](O)[C@@H](O)[C@@H](O)[C@H](O1)CO)O[C@@H]1[C@H](C(O)O[C@@H]([C@@H]1O)CO)O 3-O-(β-D-galactopyranosyl)-D-galactopyranose